6-[(2R)-3-(3,4-dihydro-1H-isoquinolin-2-yl)-2-hydroxypropyl]-2-[[1-(2-methoxyethyl)-4-piperidinyl]oxy]-7,8-dihydro-1,6-naphthyridin-5-one C1N(CCC2=CC=CC=C12)C[C@H](CN1C(C=2C=CC(=NC2CC1)OC1CCN(CC1)CCOC)=O)O